CN(CCCCN)C 4-Dimethylaminobutylamin